N(C(C(=O)[O-])CC(=O)[O-])C(C(=O)[O-])CC(=O)[O-].[K+].C1(CCCCC1)P(C1=C(C=CC=C1)C1=C(C=CC=C1OC)OC)C1CCCCC1.[K+].[K+].[K+] dicyclohexyl-[2-(2,6-dimethoxyphenyl)phenyl]Phosphane potassium iminodisuccinate